NC1=NC=NN2C1=NC=C2C(=O)NC2=C1C=CN=C(C1=CC=C2C)NC2=CC(=CC=C2)C(F)(F)F 4-Amino-N-(6-methyl-1-((3-(trifluoromethyl)phenyl)amino)isoquinolin-5-yl)imidazo[2,1-f][1,2,4]Triazine-7-carboxamide